diisopropylammonium (S)-3-((tert-butoxycarbonyl)amino)-2-(4-(((2,4-dimethylbenzoyl)oxy)methyl)phenyl)propanoate C(C)(C)(C)OC(=O)NC[C@@H](C(=O)[O-])C1=CC=C(C=C1)COC(C1=C(C=C(C=C1)C)C)=O.C(C)(C)[NH2+]C(C)C